O1C(OCC1)C1CCN(CC1)C1=NC=C(C(=N1)NC=1C=C2C=C(C(N(C2=NC1)C(C)C)=O)OCC(=O)NC)Cl 2-((6-((2-(4-(1,3-dioxolan-2-yl)piperidin-1-yl)-5-chloropyrimidin-4-yl)amino)-1-isopropyl-2-oxo-1,2-dihydro-1,8-naphthyridin-3-yl)oxy)-N-methylacetamide